COC=1C=C2C=NNC2=CC1NC1=NC=C(C(=N1)NC)C(F)(F)F N2-(5-methoxy-1H-indazol-6-yl)-N4-methyl-5-(trifluoromethyl)pyrimidine-2,4-diamine